5-aminonaphthalene NC1=C2C=CC=CC2=CC=C1